C(C1=CC=CC=C1)(=O)ON=C(C(=O)C1=CC=C(C=C1)SC1=CC=CC=C1)CCCCCC 2-(benzoyloxyimino)-1-[4-(phenylthio)phenyl]octane-1-one